C(C)N1N=C(C=C1)OC1=CC=C(C=N1)NC=1N=CC2=C(N1)N(C(C(=C2)C(=O)O)=O)C 2-[[6-(1-ethylpyrazol-3-yl)oxy-3-pyridyl]amino]-8-methyl-7-oxo-pyrido[2,3-d]pyrimidine-6-carboxylic acid